ethyl (4-bromo-2-fluoropyridin-3-yl)-4-oxobut-2-enoate BrC1=C(C(=NC=C1)F)C(C(=O)OCC)=CC=O